5-(2-(((1r,3r)-3-acetamidocyclobutyl)amino)-2-oxoacetyl)-N-(4-fluoro-3-methylphenyl)-1,2,4-trimethyl-1H-pyrrole-3-carboxamide C(C)(=O)NC1CC(C1)NC(C(=O)C1=C(C(=C(N1C)C)C(=O)NC1=CC(=C(C=C1)F)C)C)=O